NC1=C(C(=NC=2N1N=C(C2CC)C)NCCC2=NN(C=C2)CC2(CC2)CO)C#N 7-amino-3-ethyl-5-((2-(1-((1-(hydroxymethyl)cyclopropyl)methyl)-1H-pyrazol-3-yl)ethyl)amino)-2-methylpyrazolo[1,5-a]pyrimidine-6-carbonitrile